N=CCN[C@@H](CCCCN)C(=O)O iminoethyl-lysine